C(C1=CC=CC=C1)[C@@H]1N(C(OC1)=O)C([C@@H](CCC(=O)OC(C)(C)C)C)=O tert-butyl (4R)-5-[(4S)-4-benzyl-2-oxo-1,3-oxazolidin-3-yl]-4-methyl-5-oxopentanoate